ClC1=NC(=C2C(=N1)N(N=C2)[C@@H]2O[C@@H]([C@H]([C@H]2O)O)CO)NOC (2R,3R,4S,5R)-2-(6-chloro-4-(methoxyamino)-1H-pyrazolo[3,4-d]pyrimidin-1-yl)-5-(hydroxymethyl)tetrahydrofuran-3,4-diol